Trans-(7RS,9RS)-3-cyclopropyl-7,9-bis[(4-ethyl-1,2,4-triazol-3-yl)amino]-N-(2-methylpropyl)-8,9-dihydro-7H-cyclopenta[h]isochinolin-5-sulfonamid C1(CC1)C=1N=CC=2C3=C(C=C(C2C1)S(=O)(=O)NCC(C)C)[C@@H](C[C@H]3NC3=NN=CN3CC)NC3=NN=CN3CC |r|